3-(3-(3,5-bis(trifluoromethyl)phenyl)-1H-pyrazol-1-yl)butyric acid FC(C=1C=C(C=C(C1)C(F)(F)F)C1=NN(C=C1)C(CC(=O)O)C)(F)F